N(N)C1=NN(C=N1)C 3-Hydrazino-1-methyl-1,2,4-triazol